O[C@@H]1C=CC[C@H]([C@@H]1O)O (3R,4S,5R)-3,4,5-trihydroxycyclohex-1-ene